6-(3-((benzyloxy)methyl)-4-ethyl-5-oxo-4,5-dihydro-1H-1,2,4-triazol-1-yl)-2-(2,6-dichloro-4-nitrophenyl)-4-(prop-1-en-2-yl)isoquinolin-1(2H)-one C(C1=CC=CC=C1)OCC1=NN(C(N1CC)=O)C=1C=C2C(=CN(C(C2=CC1)=O)C1=C(C=C(C=C1Cl)[N+](=O)[O-])Cl)C(=C)C